C(C1=CC=CC=C1)(=O)N1CCN(CC1)C1=C(CN(S(=O)(=O)C=2C=CC3=C(C=C(O3)C(=O)O)C2)CCC2=CC=CC=C2)C=CC=C1 5-(N-(2-(4-benzoylpiperazin-1-yl)benzyl)-N-phenylethylsulfamoyl)benzofuran-2-carboxylic acid